2-bromo-6-(5-chloropentoxy)pyridine BrC1=NC(=CC=C1)OCCCCCCl